N1-((3-(4-fluorophenethyl)-1H-pyrazol-4-yl)methyl)-N1-methylethane-1,2-diamine trifluoroacetate FC(C(=O)O)(F)F.FC1=CC=C(CCC2=NNC=C2CN(CCN)C)C=C1